OOP(=O)(OC)CC[C@H](N)C(=O)O |r| 4-[hydroxyl-(methyl)phosphono]-DL-homoalanine